tertiarybutanol C(C)(C)(C)O